5-(1-(2,2-difluoroethyl)-1H-benzo[d]imidazol-6-yl)-6-fluoro-N-((3R,4S)-3-fluoro-1-methylpiperidin-4-yl)-4-methoxypyrrolo[2,1-f][1,2,4]triazin-2-amine FC(CN1C=NC2=C1C=C(C=C2)C=2C(=CN1N=C(N=C(C12)OC)N[C@@H]1[C@@H](CN(CC1)C)F)F)F